4h-pyrrolo[3,4-b]indole-7-carboxylate C1=NC=C2NC3=CC=C(CC3=C21)C(=O)[O-]